3,4-dihydro-1H-isoquinoline-7-carboxylic acid tert-butyl ester C(C)(C)(C)OC(=O)C1=CC=C2CCNCC2=C1